3-ethyl-7-((4-(8-(methylamino)-1,7-naphthyridin-3-yl)piperazin-1-yl)methyl)-1,5-naphthyridin-2(1H)-one C(C)C=1C(NC2=CC(=CN=C2C1)CN1CCN(CC1)C=1C=NC2=C(N=CC=C2C1)NC)=O